ClC1=C(C=CC=C1OC)C(=O)N1C[C@@H]2CO[C@H](CN2CC1)C1=NC=C(C=C1)Br |r| (2-Chloro-3-methoxyphenyl)-[rac-(3R,9aR)-3-(5-bromo-2-pyridyl)-3,4,6,7,9,9a-hexahydro-1H-pyrazino[2,1-c][1,4]oxazin-8-yl]methanon